C(C)[N-]C ethylmethylamide